C(#C)C=1C=C(OC2=C3N=CNC3=NC=N2)C=CC1 6-(3-ethynylphenoxy)-9H-purine